2-[(2-aminoethyl)ethyl]ethane NCCCCCC